OCCN(C1=NC=CC(=N1)CN1C(C=C(C=C1)C1=NN(C2=CC=CC=C12)C1=CC=C(C=C1)C(F)(F)F)=O)C 1-((2-((2-hydroxyethyl)(methyl)amino)pyrimidin-4-yl)methyl)-4-(1-(4-(trifluoromethyl)phenyl)-1H-indazol-3-yl)pyridin-2(1H)-one